Cl.Cl.OC1C[C@H](NC1)C(=O)N[C@@H](CO)C1=CC=C(C=C1)C1=C(N=CS1)C 4-hydroxy-N-{(1R)-2-hydroxy-1-[4-(4-methyl-1,3-thiazol-5-yl)phenyl]ethyl}-L-prolinamide dihydrochloride